pyrazol-4-yl 4-nitrobenzoate [N+](=O)([O-])C1=CC=C(C(=O)OC=2C=NNC2)C=C1